C(C)(=O)OC1=CC=C(C=C1)C#CC1=CC(=CC(=C1)C#CC1=CC=C(C=C1)OC(C)=O)C#CC1=CC=C(C=C1)OC(C)=O 1,3,5-tris((4-acetoxyphenyl)ethynyl)benzene